COC=1C=C2C(=CNC2=CC1)C(=O)O 5-methoxy-indole-3-carboxylic acid